(Hexanylium) methacrylate C(C(=C)C)(=O)[O-].[CH2+]CCCCC